ClC=1C=C(C=C(C1)Cl)NC([O-])=O 3,5-dichlorophenylcarbamate